N-(1-(3-(3-hydroxyphenyl)prop-2-yn-1-yl)-3-methyl-2,4-dioxo-1,2,3,4-tetrahydropyrimidin-5-yl)acrylamide OC=1C=C(C=CC1)C#CCN1C(N(C(C(=C1)NC(C=C)=O)=O)C)=O